para-hydroxypropyl-benzene OCCCC1=CC=CC=C1